3,5-bis-benzyloxy-pyridine-2-carboxylic acid C(C1=CC=CC=C1)OC=1C(=NC=C(C1)OCC1=CC=CC=C1)C(=O)O